N'-(4-(3-((3-chlorobenzyl)oxy)oxetan-3-yl)-2-fluoro-5-methylphenyl)-N-ethyl-N-methylformimidamide ClC=1C=C(COC2(COC2)C2=CC(=C(C=C2C)N=CN(C)CC)F)C=CC1